C(C)N(CC(CC(C(C)C)N1CC2(C1)CN(CC2)C=2N=CN=NC2OC2=C(C(=O)N(C(C)C)CC)C=C(C=C2)F)O)CC 2-((5-(2-(6-(Diethylamino)-5-hydroxy-2-methylhex-3-yl)-2,6-diazaspiro[3.4]oct-6-yl)-1,2,4-triazin-6-yl)oxy)-N-ethyl-5-fluoro-N-isopropylbenzamide